C(C1=CC=CC=C1)C(CCCCCCCCCCCCCCCCCCCCC(=O)O)(CC1=CC=CC=C1)CC1=CC=CC=C1.OCC(O)CO.OCC(O)CO.OCC(O)CO triglycerin tribenzylbehenate